BrC=1C=C2[C@H](CN(C(C2=CC1)=O)CC(=O)OCC)[C@@H](C)F ethyl 2-((4r)-6-bromo-4-((1r)-1-fluoroethyl)-1-oxo-3,4-dihydroisoquinolin-2(1H)-yl)acetate